C(C)(C)(C)C1=CC(=C(C=C1Cl)C1=NC(C2=C(C1)CCC[S@]2(=O)=N)=O)C |r| rac-6-(4-tert-butyl-5-chloro-2-methyl-phenyl)-1-imino-1-oxo-2,3,4,5-tetrahydrothiopyrano[3,2-d]pyridin-8-one